[Si](C)(C)(C(C)(C)C)OC=1C=C(C2=CC=CC=C2C1)C1=C(C=2N=C(N=C(C2C=N1)N1CC2CCC(C1)N2C(=O)OC(C)(C)C)SC)F Tert-butyl 3-[7-[3-[tert-butyl(dimethyl)silyl]oxy-1-naphthyl]-8-fluoro-2-methylsulfanyl-pyrido[4,3-d]pyrimidin-4-yl]-3,8-diazabicyclo[3.2.1]octane-8-carboxylate